2',7-dimethyl-1-{6-[4-(2H-1,2,3,4-tetrazol-5-yl)piperidin-1-yl]pyridin-3-yl}-1H,2'H-3,4'-biindazole CN1N=C2C=CC=C(C2=C1)C1=NN(C2=C(C=CC=C12)C)C=1C=NC(=CC1)N1CCC(CC1)C=1N=NNN1